C1(CC1)C(=O)C1[C@H]2CN(C[C@@H]12)C(=O)C1=NNC(=C1)C(C)C ((1R,5S,6r)-6-(Cyclopropanecarbonyl)-3-azabicyclo[3.1.0]hexan-3-yl)(5-isopropyl-1H-pyrazol-3-yl)methanone